tert-butyl (R,E)-2-(2-(N-((1,2,3,5,6,7-hexahydro-s-indacen-4-yl)carbamoyl) sulfamoyl)vinyl)-2-methylpyrrolidine-1-carboxylate C1CCC2=C(C=3CCCC3C=C12)NC(=O)NS(=O)(=O)/C=C/[C@@]1(N(CCC1)C(=O)OC(C)(C)C)C